1-[[2-(trimethylsilyl)ethoxy]methyl]pyrazolo[3,4-b]pyridin-5-ol C[Si](CCOCN1N=CC=2C1=NC=C(C2)O)(C)C